C(C)(C)(C)OC(=O)N1CCN(CC1)CC=1C=C(OC2(CC2)C(=O)O)C=C(C1)C(F)(F)F 1-(3-((4-(tert-butoxycarbonyl)piperazin-1-yl)methyl)-5-(trifluoromethyl)phenoxy)cyclopropane-1-carboxylic acid